C(#N)C1=C(C=C(C=C1)C1=CC(=CC=2N1N=CN2)NS(=O)(=O)C2=CC=CC=C2)F N-[5-(4-cyano-3-fluorophenyl)-[1,2,4]triazolo[1,5-a]pyridin-7-yl]benzenesulfonamide